2-(3'-chloro-2'-(2,3-dihydrobenzofuran-5-yl)-[1,1'-biphenyl]-3-yl)acetic acid ClC=1C(=C(C=CC1)C1=CC(=CC=C1)CC(=O)O)C=1C=CC2=C(CCO2)C1